N-ethyl-2-(3-(5-(5-fluoro-pyridin-3-yl)-1,2,4-thiadiazol-3-yl)-6-oxopyridazin-1(6H)-yl)acetamide C(C)NC(CN1N=C(C=CC1=O)C1=NSC(=N1)C=1C=NC=C(C1)F)=O